ClC=1C=C(C=NC1[C@H](C)OC)NC(=O)C=1C=NN(C1C(F)(F)F)C=1C=2N(C(=CC1)Cl)N=CC2 (S)-N-(5-Chloro-6-(1-methoxyethyl)pyridin-3-yl)-1-(7-chloropyrazolo[1,5-a]pyridin-4-yl)-5-(trifluoromethyl)-1H-pyrazol-4-carboxamid